(S)-tert-butyl ((8-(2,2'-dichloro-3'-(5-formyl-6-methoxypyridin-2-yl)-[1,1'-biphenyl]-3-yl)-2-methyl-4-oxo-4H-pyrido[1,2-a]pyrimidin-3-yl)methyl)((5-oxopyrrolidin-2-yl)methyl)carbamate ClC1=C(C=CC=C1C1=CC=2N(C(C(=C(N2)C)CN(C(OC(C)(C)C)=O)C[C@H]2NC(CC2)=O)=O)C=C1)C1=C(C(=CC=C1)C1=NC(=C(C=C1)C=O)OC)Cl